2-((2R,3E,7Z,10S,12S,13E)-2-methoxy-12-(methoxymethoxy)-11,11-dimethyl-10-((triethylsilyl)oxy)pentadeca-3,7,13-trien-5-yn-1-yl)thiazole-4-carboxylic acid CO[C@H](CC=1SC=C(N1)C(=O)O)\C=C\C#C\C=C/C[C@@H](C([C@H](\C=C\C)OCOC)(C)C)O[Si](CC)(CC)CC